FC(C1=CC=2C(C3=CC=CC=C3SC2C=C1)=O)(F)F 2-(trifluoromethyl)-9-thioxanthone